FCC(OC=1C=C2C(N(C(N(C2=CC1)C1CCN(CC1)C=O)=O)CC1=CC(=C(OCC(=O)NC)C=C1)OC)=O)CF 2-[4-({6-[2-fluoro-1-(fluoromethyl)ethoxy]-1-(1-formylpiperidin-4-yl)-2,4-dioxo-1,4-dihydroquinazolin-3(2H)-yl}methyl)-2-methoxyphenoxy]-N-methylacetamide